C(CCCCCCCCCC=CC=CCCCC)O 11,13-octadecadienol